5-Fluoro-N'-(5-fluoropyridine-2-carbonyl)-4-iodo-6-methylpyridine-2-carboxylic acid hydrazide FC=1C(=CC(=NC1C)C(=O)NNC(=O)C1=NC=C(C=C1)F)I